2-(3,5-dimethylphenyl)-1-vinyl-1,2-dihydronaphthalene CC=1C=C(C=C(C1)C)C1C(C2=CC=CC=C2C=C1)C=C